4-(3-fluorophenyl)-1-(5-(isopropylthio)-4-(4-methylpiperazin-1-yl)thiazol-2-yl)-3-methyl-1H-pyrazole-5-carboxylic acid FC=1C=C(C=CC1)C=1C(=NN(C1C(=O)O)C=1SC(=C(N1)N1CCN(CC1)C)SC(C)C)C